dimethyl 3-methylglutarate CC(CC(=O)OC)CC(=O)OC